N-[4-[3-(3,4-Dihydroxyphenyl)prop-2-enoyl]phenyl]-4-fluorobenzenesulfonamide OC=1C=C(C=CC1O)C=CC(=O)C1=CC=C(C=C1)NS(=O)(=O)C1=CC=C(C=C1)F